N-[(2,6-difluorophenyl)methylidene]-hydroxylamine FC1=C(C(=CC=C1)F)C=NO